2-[1-[7-(methylcarbamoyl)-5H-pyrrolo[3,2-d]pyrimidin-4-yl]piperidin-4-yl]ethylphosphonic acid CNC(=O)C1=CNC2=C1N=CN=C2N2CCC(CC2)CCP(O)(O)=O